C(N)(=O)C=1N=C(SC1)SCC(=O)NC[C@H]1CN(CCO1)CC1=CC(=C(C=C1)Cl)Cl (2S)-(4-carbamoylthiazol-2-ylsulfanyl)-N-{[4-(3,4-dichlorobenzyl)morpholin-2-yl]methyl}acetamide